(3R)-2'-{6-amino-5-[(1R)-1-(4-methylpyridin-2-yl)ethoxy]pyridin-3-yl}-N-cyclobutyl-5',6'-dihydrospiro[pyrrolidine-3,4'-pyrrolo[1,2-b]pyrazole]-1-carboxamide NC1=C(C=C(C=N1)C=1C=C2N(N1)CC[C@]21CN(CC1)C(=O)NC1CCC1)O[C@H](C)C1=NC=CC(=C1)C